O=C1NC(CCC1N1C(C2=CC=C(C=C2C1=O)NC1CC(C1)N1N=CC(=C1)C1=NC2=CC=CC=C2N=C1)=O)=O 2-(2,6-dioxopiperidin-3-yl)-5-((3-(4-(quinoxalin-2-yl)-1H-pyrazol-1-yl)cyclobutyl)amino)isoindoline-1,3-dione